BrC1=CC=C(C=C1)SC1=C(N=NN1)C(=O)OCC Ethyl 5-((4-bromophenyl)thio)-1H-1,2,3-triazole-4-carboxylate